COC(=O)C1=C(C2=C(CC(O2)(C)C2CCC(CC2)N(C)C)C(=C1Br)Cl)C 5-Bromo-4-chloro-2-(4-(dimethylamino)cyclohexyl)-2,7-dimethyl-2,3-dihydrobenzofuran-6-carboxylic acid methyl ester